N-(1-(6,7-Difluoro-4-oxo-3,4-dihydrophthalazin-1-yl)ethyl)-N-methylbenzo[d]thiazole-6-carboxamide FC=1C=C2C(NN=C(C2=CC1F)C(C)N(C(=O)C1=CC2=C(N=CS2)C=C1)C)=O